C1(=C(C=CC=C1)C#CC1=NNC2=CC=C(C=C12)C(=O)N1CC2(C1)CN(CCC2)C)C2=CC=CC=C2 (3-([1,1'-biphenyl]-2-ylethynyl)-1H-indazol-5-yl)(6-methyl-2,6-diazaspiro[3.5]nonan-2-yl)methanone